ONC(=O)C1=CC=2C(=NOC2C2=CC=C(C=C2)N2CCN(CC2)C(C)C)C=C1 N-hydroxy-3-(4-(4-isopropylpiperazin-1-yl)phenyl)benzo[c]isoxazole-5-carboxamide